(4-methoxybenzyl)zinc (II) chloride [Cl-].COC1=CC=C(C[Zn+])C=C1